ClC1=C(CNC(=O)C(C(=O)N[C@@H](CC2=CC=C(C=C2)C)OB(O)O)C(C)C)C=CC(=C1)Cl ((1R)-1-(2-((2,4-dichlorobenzyl)carbamoyl)-3-methylbutanamido)-2-(p-tolyl)ethyl)boric acid